[Na+].C(CC(O)(C(=O)[O-])CC(=O)[O-])(=O)[O-].[Na+].[Na+] citrate sodium salt